C1(=CC=CC2=CC=CC=C12)NC(CC1=CC=CC=C1)=O N-(1-naphthyl)-2-phenylacetamide